1-(3-bromo-5-fluorophenyl)-3-(3,5-difluoro-2-hydroxymethylphenyl)urea BrC=1C=C(C=C(C1)F)NC(=O)NC1=C(C(=CC(=C1)F)F)CO